1-(3-trifluoromethyl-phenyl)piperazine FC(C=1C=C(C=CC1)N1CCNCC1)(F)F